6-(4-amino-1-(piperidin-4-ylmethyl)-1H-pyrazolo[3,4-d]pyrimidin-3-yl)-N,N-dimethylquinolin-2-amine NC1=C2C(=NC=N1)N(N=C2C=2C=C1C=CC(=NC1=CC2)N(C)C)CC2CCNCC2